C=1C=CC2=COC=3C=CC=CC3C21 cyclopenta[c]-chromene